FC=1C=CC(=C(C(=O)O)C1)C=1C=2N(C=C(C1)C1CN(C1)[C@@H](C(C)C)CCCN1[C@H]3CO[C@@H](C1)C3)C(=NC2)C 5-Fluoro-2-(3-methyl-6-{1-[(3R)-2-methyl-6-[(1R,4R)-2-oxa-5-azabicyclo[2.2.1]heptane-5-yl]hexane-3-yl]azetidin-3-yl}imidazo[1,5-a]pyridin-8-yl)benzoic acid